ethyl O-(tert-butyl)homoserinate C(C)(C)(C)OCC[C@H](N)C(=O)OCC